1-(2-fluorophenyl)cyclopropane-1-carbaldehyde FC1=C(C=CC=C1)C1(CC1)C=O